ClC=1C=CC=2C(=NC=C(N2)N2C[C@@H]3C([C@H](C2)C3)NC(OC(C)(C)C)=O)N1 tert-butyl ((1R,5S,6r)-3-(6-chloropyrido[2,3-b]pyrazin-2-yl)-3-azabicyclo[3.1.1]heptan-6-yl)carbamate